ClC=1C=CC(=C(C1)C(=O)N1CCC(CC1)CCCCNC(=O)C1=CC=2C(=CN=CC2)S1)OC N-(4-{1-[(5-chloro-2-methoxyphenyl)carbonyl]piperidin-4-yl}butyl)thieno[2,3-c]pyridine-2-carboxamide